2,2'-azobis(2-aminopropane) dichloride [Cl-].[Cl-].N(=NC(C)(C)N)C(C)(C)N